S1C=NC2=C1C(=CC=C2)[C@@H](C=2N=NN(C2)C2CC2)NC=2C=C1C(=C(C=NC1=C(C2)C#N)C#N)NOC(C)(C)C (S)-6-((benzo[d]thiazol-7-yl(1-cyclopropyl-1H-1,2,3-triazol-4-yl)methyl)amino)-4-(tert-butoxyamino)quinoline-3,8-dicarbonitrile